C(C1=CC=CC=C1)[C@@H]1C(N2C(N(O1)C(=O)OCC1=CC=CC3=CC=CC=C13)CN(C([C@@H]2CC2=CC=C(C=C2)O)=O)CCC(C)C)=O (3R,6S)-naphthalen-1-ylmethyl 3-benzyl-6-(4-hydroxybenzyl)-8-isopentyl-4,7-dioxohexahydropyrazino[2,1-c][1,2,4]oxadiazine-1(6H)-carboxylate